2-((6-(5-((((R)-1-(2-fluorophenyl)ethoxy)carbonyl)amino)-1-methyl-1H-pyrazol-4-yl)-2-methylpyridin-3-yl)carbamoyl)cyclohexane-1-carboxylic acid FC1=C(C=CC=C1)[C@@H](C)OC(=O)NC1=C(C=NN1C)C1=CC=C(C(=N1)C)NC(=O)C1C(CCCC1)C(=O)O